FC(C(=O)N1CC(C1)N1N=C(C2=NC=CC(=C21)C2=NC(=NO2)C2CC(C2)O)C=2C=NC(=CC2)C(F)(F)F)=C 2-fluoro-1-(3-(7-(3-(3-hydroxycyclobutyl)-1,2,4-oxadiazol-5-yl)-3-(6-(trifluoromethyl)pyridin-3-yl)-1H-pyrazolo[4,3-b]pyridin-1-yl)azetidin-1-yl)prop-2-en-1-one